FC1=CC=C(C=C1)[C@@H]1N(CCC2=CC=CC=C12)C(=O)OC12CC(C1)C2 bicyclo[1.1.1]pentan-1-yl (S)-1-(4-fluorophenyl)-3,4-dihydroisoquinoline-2(1H)-carboxylate